O=CC1=CC=C(CO)O1 5-(hydroxymethyl)-2-Furfural